[Si](C)(C)(C(C)(C)C)OCCC(C)(C)C1=C(CP(OC)(OC)=O)C=C(C=C1O)C Dimethyl (2-(4-((tert-butyldimethylsilyl)oxy)-2-methylbutan-2-yl)-3-hydroxy-5-methylbenzyl)phosphonate